3-({4-[({2-[methyl(methylsulfonyl)amino]pyridin-3-yl}methyl)amino]-5-(trifluoromethyl)pyrimidin-2-yl}amino)-N-(pyridin-2-ylmethyl)benzamide CN(C1=NC=CC=C1CNC1=NC(=NC=C1C(F)(F)F)NC=1C=C(C(=O)NCC2=NC=CC=C2)C=CC1)S(=O)(=O)C